FC=1C(=CC(=NC1C)C1=NOC(=N1)CN1N=C(C=C1)C)C=1C=NC=CC1C 3-(5'-Fluoro-4,6'-dimethyl-[3,4'-bipyridyl]-2'-yl)-5-((3-methyl-1H-pyrazol-1-yl)methyl)-1,2,4-oxadiazole